2,2'-([6,6'-di(thianthren-2-yl)[1,1'-binaphthalene]-2,2'-diyl]bis{oxyethane-2,1-diyloxy[6,6'-di(thianthren-2-yl)[1,1'-binaphthalene]-2',2-diyl]oxy})di(ethan-1-ol) C1=C(C=CC=2SC3=CC=CC=C3SC12)C=1C=C2C=CC(=C(C2=CC1)C1=C(C=CC2=CC(=CC=C12)C1=CC=2SC3=CC=CC=C3SC2C=C1)OCCOC1=C(C2=CC=C(C=C2C=C1)C1=CC=2SC3=CC=CC=C3SC2C=C1)C1=C(C=CC2=CC(=CC=C12)C1=CC=2SC3=CC=CC=C3SC2C=C1)OCCO)OCCOC1=C(C2=CC=C(C=C2C=C1)C1=CC=2SC3=CC=CC=C3SC2C=C1)C1=C(C=CC2=CC(=CC=C12)C1=CC=2SC3=CC=CC=C3SC2C=C1)OCCO